{5-[4-(benzoyloxy)benzylidene]-4-oxo-2-thioxo-1,3-thiazolidin-3-yl}acetic acid C(C1=CC=CC=C1)(=O)OC1=CC=C(C=C2C(N(C(S2)=S)CC(=O)O)=O)C=C1